3,3,5,5,7-pentamethyloctanol CC(CCO)(CC(CC(C)C)(C)C)C